2-[6-amino-5-(2-[4-[3-(piperidin-4-yl)azetidine-1-carbonyl]phenyl]ethoxy)pyridazin-3-yl]phenol NC1=C(C=C(N=N1)C1=C(C=CC=C1)O)OCCC1=CC=C(C=C1)C(=O)N1CC(C1)C1CCNCC1